4-Butanesultam Isopropyl-((s)-4-methyl-2-oxido-1,4,2-thiazaphosphinan-2-yl)-L-alaninate C(C)(C)N([C@@H](C)C(=O)O)[P@]1(SCCN(C1)C)=O.C1CCCNS1(=O)=O